(S)-3-acetamido-4-(((3-(5-iodo-2-methoxyphenyl)-2,6-dioxotetrahydropyrimidin-1(2H)-yl)methyl)amino)-4-Oxobutanoic acid C(C)(=O)N[C@@H](CC(=O)O)C(=O)NCN1C(N(CCC1=O)C1=C(C=CC(=C1)I)OC)=O